6-chloro-N-(4-cyano-2-methoxyphenyl)-1H-indole-3-sulfonamide ClC1=CC=C2C(=CNC2=C1)S(=O)(=O)NC1=C(C=C(C=C1)C#N)OC